7-benzyloxy-3-(3,6-dihydro-2H-pyran-4-yl)-4-(4-fluorophenyl)quinoline C(C1=CC=CC=C1)OC1=CC=C2C(=C(C=NC2=C1)C=1CCOCC1)C1=CC=C(C=C1)F